C(C)OC(=O)C=1N=CN(C1)CC1=C(C=C(C=C1)N1CC2C(C2C1)(F)F)C#N 1-[(2-cyano-4-{6,6-difluoro-3-azabicyclo[3.1.0]hex-3-yl}phenyl)methyl]-1H-imidazole-4-carboxylic acid ethyl ester